COC1=CC=C(CN(S(=O)(=O)C=2C3=CN(N=C3C=C(C2)NC(CC2=C(C=CC=C2)Cl)=O)CC=2C=CC(=NC2)NC(OC(C)(C)C)=O)CC2=CC=C(C=C2)OC)C=C1 tert-butyl (5-((4-(N,N-bis(4-methoxybenzyl)sulfamoyl)-6-(2-(2-chlorophenyl)acetamido)-2H-indazol-2-yl)methyl)pyridin-2-yl)carbamate